FC(OC=1C=C(C=CC1)C1=NN(C=2C1=NC=C(C2)C(=O)NC2(CCOCC2)[C@H](C)O)C(C)C)F (S)-3-(3-(difluoromethoxy)phenyl)-N-(4-(1-hydroxyethyl)tetrahydro-2H-pyran-4-yl)-1-isopropyl-1H-pyrazolo[4,3-b]pyridine-6-carboxamide